1,2-bis[(3-ethyl-3-oxetanylmethoxy)methyl]propane C(C)C1(COC1)COCCC(C)COCC1(COC1)CC